BrC=1C=C(C=CC1F)NC(=NO)C1=NON=C1NCCC1CN(C(O1)=C=O)C N-(3-bromo-4-fluorophenyl)-N'-hydroxy-4-((2-(3-methyl-2-carbonyloxazolidin-5-yl)ethyl)amino)-1,2,5-oxadiazole-3-formamidine